1-[4-(azepan-1-yl)pyridin-2-yl]-N-(1-methylindazol-7-yl)pyrazole-4-sulfonamide N1(CCCCCC1)C1=CC(=NC=C1)N1N=CC(=C1)S(=O)(=O)NC=1C=CC=C2C=NN(C12)C